6-chloro-4-((3aS,7aR)-1-(4-chlorophenyl)hexahydro-1H-pyrrolo[3,2-c]pyridin-5(6H)-yl)-1-methyl-2-oxo-1,2-dihydro-1,5-naphthyridine-3-carbonitrile ClC=1N=C2C(=C(C(N(C2=CC1)C)=O)C#N)N1C[C@H]2[C@@H](CC1)N(CC2)C2=CC=C(C=C2)Cl